C(C)(=O)C=1C(=CC(=C(C(=O)[O-])C1)O)F 5-acetyl-4-fluoro-2-hydroxybenzoate